N-(5-(1-oxo-2-propyl-1,2-dihydroisoquinolin-7-yl)pyrimidin-2-yl)acetamide O=C1N(C=CC2=CC=C(C=C12)C=1C=NC(=NC1)NC(C)=O)CCC